4-bromo-N-(4,5-dihydro-1H-imidazol-2-yl)-1H-1,3-benzodiazol-5-amine BrC1=C(C=CC=2NC=NC21)NC=2NCCN2